2-Piperidin-1-ylethyl 5,12-dioxoindolizino[2,3-g]quinoline-6-carboxylate O=C1C=2C=CC=NC2C(C2=C1C(=C1C=CC=CN12)C(=O)OCCN1CCCCC1)=O